COC(NCC1=C(C=C(C=C1)C=1C=NN(C1)C1=C(C=C(C=C1F)C(C)C)F)C)=O.C(C=C)(=O)OC1=NN=NC=C1 acryloyloxytriazine methyl-N-[[4-[1-(2,6-difluoro-4-isopropyl-phenyl)pyrazol-4-yl]-2-methyl-phenyl]methyl]carbamate